NCCC1CCCCC1 4-(2-aminoethyl)cyclohexane